CC1CCC(CC1)COCC(CO)O 3-(4-methylcyclohexylmethoxy)-1,2-propanediol